prop-2-enyl 2-(3-methylbutoxy)acetate Allyl-Amyl-Glycolate C(C=C)C(C(=O)O)(O)CCCCC.CC(CCOCC(=O)OCC=C)C